6-[3-methyl-4-(trifluoromethyl)phenyl]-4-oxo-4,5-dihydropyrazolo[1,5-a]pyrazine-2-carboxylic acid CC=1C=C(C=CC1C(F)(F)F)C=1NC(C=2N(C1)N=C(C2)C(=O)O)=O